FC(CN)(C1CCC2(OCCO2)CC1)F 2,2-difluoro-2-(1,4-dioxaspiro[4.5]dec-8-yl)ethan-1-amine